N-hydroxy-4-(methyl-(7H-pyrrolo[2,3-d]pyrimidin-4-yl)amino)benzamide ethyl-2-(3,4-dichlorophenyl)-1-ethyl-6-[(4-formylpyrazol-1-yl)methyl]-4-oxo-pyridine-3-carboxylate C(C)OC(=O)C1=C(N(C(=CC1=O)CN1N=CC(=C1)C=O)CC)C1=CC(=C(C=C1)Cl)Cl.ONC(C1=CC=C(C=C1)N(C=1C2=C(N=CN1)NC=C2)C)=O